6-(2-amino-6-fluoro-5-(3-methoxy-4-(piperidin-4-yloxy)phenyl)pyridin-3-yl)-3,4-dihydroisoquinolin-1(2H)-one NC1=NC(=C(C=C1C=1C=C2CCNC(C2=CC1)=O)C1=CC(=C(C=C1)OC1CCNCC1)OC)F